methyl (2S,4S)-1-((4-(4-fluorophenoxy)benzoyl)glycyl)-4-(thiazol-2-yl)pyrrolidine-2-carboxylate FC1=CC=C(OC2=CC=C(C(=O)NCC(=O)N3[C@@H](C[C@@H](C3)C=3SC=CN3)C(=O)OC)C=C2)C=C1